CN1C(C2=C(C(=C1)C1=CC(N(C=C1C1=CC=CC=C1)CCOC(F)(F)F)=O)C=C(N2S(=O)(=O)C2=CC=C(C)C=C2)C=2C=NN(C2)C(F)(F)F)=O 6-methyl-4-(2-oxo-5-phenyl-1-(2-(trifluoromethoxy)ethyl)-1,2-dihydropyridin-4-yl)-1-tosyl-2-(1-(trifluoromethyl)-1H-pyrazol-4-yl)-1,6-dihydro-7H-pyrrolo[2,3-c]pyridin-7-one